FC=1C=C(C=CC1)C=1C=CC=C2C=NC(=NC12)NC=1C=NC(=CC1)N1CCNCC1 8-(3-fluorophenyl)-N-(6-(piperazin-1-yl)pyridin-3-yl)quinazolin-2-amine